2-[2-(8-chloro-7-fluoro-4-oxo-chroman-2-yl)-5-(trifluoromethyl)phenoxy]acetic acid ClC=1C(=CC=C2C(CC(OC12)C1=C(OCC(=O)O)C=C(C=C1)C(F)(F)F)=O)F